6-amino-4-((3-chloro-4-((6-isopropylpyridin-3-yl)methoxy)phenyl)amino)-7-ethoxy-2-ethylquinoline-3-carbonitrile NC=1C=C2C(=C(C(=NC2=CC1OCC)CC)C#N)NC1=CC(=C(C=C1)OCC=1C=NC(=CC1)C(C)C)Cl